CC=1SC(=C(N1)C1=CC=CC=C1)OC1=CC(=NC=C1)NC=1C=CC(=NC1)C(=O)N 5-((4-((2-methyl-4-phenylthiazol-5-yl)oxy)pyridin-2-yl)amino)pyridinecarboxamide